Triisodecyl phosphite Phosphorus [P].P(OCCCCCCCC(C)C)(OCCCCCCCC(C)C)OCCCCCCCC(C)C